BrC=1C(=C(C(=O)OCC)C(=CC1)CBr)OS(=O)(=O)C(F)(F)F ethyl 3-bromo-6-(bromomethyl)-2-(((trifluoromethyl)sulfonyl) oxy)benzoate